FC(C1=CC(=NO1)\C=C/C1CN(C1)C(C=C)=O)(F)F 1-{3-[(Z)-2-[5-(trifluoromethyl)-1,2-oxazol-3-yl]vinyl]azetidin-1-yl}prop-2-en-1-one